3,4-dimethylazobenzene CC=1C=C(C=CC1C)N=NC1=CC=CC=C1